(S)-4-(4-fluorophenyl)-2-(hydroxymethyl)-2,5-dihydro-1H-pyrrole-1-carboxylic acid tert-butyl ester C(C)(C)(C)OC(=O)N1[C@@H](C=C(C1)C1=CC=C(C=C1)F)CO